C1(=CC=CC2=CC=CC=C12)CC(=O)O 2-(1-naphthyl)acetic acid